C1(=CC=C(C=C1)N(C1=CC=2C(C3=CC=CC=C3C2C=C1)(C)C)C1=CC=C(C=C1)Cl)C1=CC=CC=C1 N-([1,1'-biphenyl]-4-yl)-N-(4-chlorophenyl)-9,9-dimethyl-9H-fluoren-2-amine